2,3,6-triphenylpyridine C1(=CC=CC=C1)C1=NC(=CC=C1C1=CC=CC=C1)C1=CC=CC=C1